2-BROMO-4-CHLORO-1-(DIFLUOROMETHOXY)BENZENE BrC1=C(C=CC(=C1)Cl)OC(F)F